9-(4-chloro-2-fluoro-phenyl)-7-[(2S,4R)-2-(1-cyclopropylpyrazol-4-yl)tetrahydropyran-4-yl]-2-(difluoromethyl)-3-methyl-pyrimido[1,2-b]pyridazin-4-one ClC1=CC(=C(C=C1)C=1C=2N(N=C(C1)[C@H]1C[C@H](OCC1)C=1C=NN(C1)C1CC1)C(C(=C(N2)C(F)F)C)=O)F